ClC1=C(C(=CC=C1)F)N1C(C2=CC=C(C=C2C(=C1)C(=C)C(F)(F)F)N1N=C(N(C1=O)CC)CO)=O (2-chloro-6-fluorophenyl)-6-(4-ethyl-3-(hydroxymethyl)-5-oxo-4,5-dihydro-1H-1,2,4-triazol-1-yl)-4-(3,3,3-trifluoroprop-1-en-2-yl)isoquinolin-1(2H)-one